N-benzyl-1-((1R,2R)-2-methylcyclopropyl)methylamine C(C1=CC=CC=C1)NC[C@H]1[C@@H](C1)C